FC(C(=O)O)(F)F.C1NCC12CC(C2)CS(=O)(=O)N (2-azaspiro[3.3]heptane-6-yl)methanesulfonamide trifluoroacetate